C(C)(C)(C)OC(NCCOC1=C(C=C(C=C1)Cl)C(NCC(=O)NC1=C(C=C(C=C1)[N+](=O)[O-])Cl)=O)=O tert-Butyl(2-(4-chloro-2-((2-((2-chloro-4-nitrophenyl)amino)-2-oxoethyl)carbamoyl)phenoxy)ethyl)carbamate